3-[[4-[(2R)-2-Amino-3-[(2R)-tetrahydropyran-2-yl]propoxy]-6-(2,6-dimethylphenyl)pyrimidin-2-yl]sulfamoyl]benzoic acid N[C@@H](COC1=NC(=NC(=C1)C1=C(C=CC=C1C)C)NS(=O)(=O)C=1C=C(C(=O)O)C=CC1)C[C@@H]1OCCCC1